2-benzoyl-6-p-toluenesulfonylamino-4(3H)-quinazolinone C(C1=CC=CC=C1)(=O)C1=NC2=CC=C(C=C2C(N1)=O)NS(=O)(=O)C1=CC=C(C)C=C1